NC1=NC2=C(C=3C=C(C=NC13)CCC1=C(C=C(OCCCC(F)(F)P(O)(O)=O)C=C1)C)C=CC(=C2)C 4-(4-(2-(5-amino-8-methylbenzo[f][1,7]naphthyridin-2-yl)ethyl)-3-methylphenoxy)-1,1-difluorobutyl-phosphonic acid